2-(9-(5-((tert-Butyldimethylsilyl)oxy)pentan-2-yl)-3,9-diazaspiro[5.5]-undecan-3-yl)propane-1,3-diol [Si](C)(C)(C(C)(C)C)OCCCC(C)N1CCC2(CCN(CC2)C(CO)CO)CC1